C1(=CC=CC=C1)CC(=O)NN=COCC ethyl N-(2-phenylacetyl)formohydrazonate